Cl.ClC=1C=C(C=C(C1)[C@H]1NCCOC1)C1=CC(=NC=C1)N (R)-4-(3-chloro-5-(morpholin-3-yl)phenyl)pyridin-2-amine HCl